COC(C1=CC(=C(C=C1)[N+](=O)[O-])F)=O methyl-3-fluoro-4-nitrobenzoate